C(C)C=1SC(=CC1NC(NS(N(C1CCOCC1)C1CN(CCC1)C)(=O)=O)=O)CC 3-(2,5-Diethylthiophen-3-yl)-1-[(1-methylpiperidin-3-yl)(oxan-4-yl)sulfamoyl]-urea